N-(5-(2-(cyclopropylmethyl)-1-oxo-1,2-dihydroisoquinolin-7-yl)pyridin-2-yl)-4-fluoropentanamide C1(CC1)CN1C(C2=CC(=CC=C2C=C1)C=1C=CC(=NC1)NC(CCC(C)F)=O)=O